NC1=NC=C(C2=C1C=NN2)NC(C(=O)N2[C@H](CC[C@@H](C2)C)C=2C=C1C=NN(C1=CC2)C)=O N-(4-amino-1H-pyrazolo[4,3-c]pyridin-7-yl)-2-((2R,5S)-5-methyl-2-(1-methyl-1H-indazol-5-yl)piperidin-1-yl)-2-oxoacetamide